CS(=O)(=O)N1C[C@H](CC1)NC1=CC=C(NC=2N=C(C3=C(N2)NC=C3)OC=3C=C(C=CC3)NC(C=C)=O)C=C1 (S)-N-(3-(2-(4-(1-(methylsulfonyl)pyrrolidin-3-ylamino)anilino)-7H-pyrrolo[2,3-d]pyrimidin-4-yloxy)phenyl)acrylamide